N-(5-cyclopropyl-1H-pyrazol-3-yl)-2-[1-(pyridin-4-yl)-1H-pyrazol-4-yl]acetamide C1(CC1)C1=CC(=NN1)NC(CC=1C=NN(C1)C1=CC=NC=C1)=O